(R)-1-(5-bromo-2-fluoropyridin-3-yl)ethan-1-ol ethyl-2-[4-(4-fluoro-2-methylpyrazol-3-yl)indazol-1-yl]acetate C(C)C(C(=O)O[C@H](C)C=1C(=NC=C(C1)Br)F)N1N=CC2=C(C=CC=C12)C=1N(N=CC1F)C